5-Bromo-2-((3S,4S)-3-fluoro-1-methylpiperidin-4-yl)-6-methoxy-2H-indazole BrC1=CC2=CN(N=C2C=C1OC)[C@@H]1[C@H](CN(CC1)C)F